N-(2,2-Dimethyl-6-((3-methyloxetan-3-yl)methoxy)-2,3-dihydrobenzofuran-5-yl)pyrazolo[1,5-a]pyrimidine-3-carboxamide CC1(OC2=C(C1)C=C(C(=C2)OCC2(COC2)C)NC(=O)C=2C=NN1C2N=CC=C1)C